8-[(1-acetyl-3-piperidyl)oxy]-4-[(2R)-3-(3,4-dihydro-1H-isoquinolin-2-yl)-2-hydroxy-propyl]-2,3-dihydro-1,4-benzoxazepin-5-one C(C)(=O)N1CC(CCC1)OC1=CC2=C(C(N(CCO2)C[C@@H](CN2CC3=CC=CC=C3CC2)O)=O)C=C1